BrC=1C=C2C(C(NC2=CC1)=O)=C1C(NC(S1)OS(=O)(=O)O)=O 5-bromo-3-(4-oxo-2-sulfoxy-thiazolidin-5-ylidene)-1,3-dihydro-indol-2-one